The molecule is a cyanide salt containing equal numbers of potassium cations and cyanide anions. It has a role as an EC 1.9.3.1 (cytochrome c oxidase) inhibitor, an EC 1.15.1.1 (superoxide dismutase) inhibitor and a neurotoxin. It is a cyanide salt, a one-carbon compound and a potassium salt. [C-]#N.[K+]